(4Z)-2-(1,4-Dioxepan-6-ylamino)-4-(quinoxalin-6-ylmethylene)-1H-imidazol-5-one O1CCOCC(C1)NC=1NC(/C(/N1)=C/C=1C=C2N=CC=NC2=CC1)=O